C(C)(=O)N1\C(\C(C2=CC=CC=C12)=O)=C/C1=NC2=CC=C(C=C2C(=C1)C=1C=C2CCN(CC2=CC1)C(C)=O)C(=O)N1CCOCC1 (Z)-1-acetyl-2-((4-(2-acetyl-1,2,3,4-tetra-hydroisoquinolin-6-yl)-6-(morpholine-4-carbonyl)-quinolin-2-yl)-methylene)indolin-3-one